C(=O)C=1C(=C2C=CN(C2=CC1)CC1CN(CCO1)S(=O)(=O)C)C 5-formyl-4-methyl-1-{[4-(methylsulfonyl)morpholin-2-yl]methyl}-1H-indole